tert-Butyl 1-chloroethyl carbonate C(OC(C)(C)C)(OC(C)Cl)=O